C([O-])([O-])=O.[Ca+2].NCC(=O)O glycine calcium carbonate